O=C1NC(CCC1N1C(N(C2=C1C=CC(=C2)C=2C=CC(=NC2)N2C(CN(CC2)C(=O)OC(C)(C)C)=O)C)=O)=O tert-butyl 4-{5-[1-(2,6-dioxopiperidin-3-yl)-3-methyl-2-oxo-1,3-benzodiazol-5-yl]pyridin-2-yl}-3-oxopiperazine-1-carboxylate